(7S)-5-isobutyl-2-(4-methoxybenzyl)-1-oxo-2,5-diazaspiro[3.4]octane-7-carbonitrile C(C(C)C)N1C2(CN(C2=O)CC2=CC=C(C=C2)OC)C[C@@H](C1)C#N